The molecule is a dTDP-sugar having 3,4-didehydro-2,6-dideoxy-alpha-D-glucose as the sugar component. It has a role as a bacterial metabolite. It derives from a dTDP-D-glucose. It is a conjugate acid of a dTDP-3,4-didehydro-2,6-dideoxy-alpha-D-glucose(2-). C[C@@H]1C(=O)C(=O)C[C@H](O1)OP(=O)(O)OP(=O)(O)OC[C@@H]2[C@H](C[C@@H](O2)N3C=C(C(=O)NC3=O)C)O